C1(=CC=CC=2OC3=CC=CC=C3CC12)C(=O)O xanthene-1-carboxylic acid